(3-(4,6-diphenyl-1,3,5-triazine-2-yl)phenyl)boric acid C1(=CC=CC=C1)C1=NC(=NC(=N1)C1=CC=CC=C1)C=1C=C(C=CC1)OB(O)O